C(C)(C)(C)OC(=O)N1CC(N(CC1)C1=NC(=NC2=CC=C(C=C12)Br)Cl)C1=CC=CC=C1 4-(6-bromo-2-chloroquinazolin-4-yl)-3-phenylpiperazine-1-carboxylic acid tert-butyl ester